(3aR,5R,6aS)-5-Phenoxyhexahydrocyclopenta[c]pyrrol O(C1=CC=CC=C1)[C@@H]1C[C@@H]2C(CNC2)=C1